N-(4-fluoro-5-(((2S,4R)-4-((5-fluoro-4-methoxypyridin-2-yl)oxy)-2-methylpyrrolidin-1-yl)methyl)thiazol-2-yl)acetamide FC=1N=C(SC1CN1[C@H](C[C@H](C1)OC1=NC=C(C(=C1)OC)F)C)NC(C)=O